COC1=CC=C(C=C1)S(=O)(=O)N1CC2=CC=CC(=C2CC1)C(CC(=O)O)C1=CC=C(C=C1)OC 3-(2-(4-methoxybenzenesulfonyl)-1,2,3,4-tetrahydroisoquinolin-5-yl)-3-(4-methoxyphenyl)propionic acid